2,3,4-tribromo-1-(1-methylcyclopropyl)pyrrole BrC=1N(C=C(C1Br)Br)C1(CC1)C